4-bromo-5-fluoro-benzothiophene BrC1=C(C=CC2=C1C=CS2)F